C(CC)OC(CC)=O.FC1(CCN(CC1)C1=NC(=CC(=N1)NC(C1=C(C=C(C(=C1)F)NS(=O)(=O)[C@@H](CO)C)N1CCC2(CC2)CC1)=O)C)F (R)-N-(2-(4,4-difluoropiperidin-1-yl)-6-methylpyrimidin-4-yl)-5-fluoro-4-((2-hydroxy-1-methylethyl)sulfonylamino)-2-(6-azaspiro[2.5]oct-6-yl)benzamide n-Propylpropionat